3-Ethyl-2-Methyl-Thiophene C(C)C1=C(SC=C1)C